C1(CC1)C(C#N)(CC1=CC=C(C=C1)F)C 2-Cyclopropyl-3-(4-fluorophenyl)-2-methylpropanenitrile